3,7,11,15-tetramethyl-6,10,14-eicostriene-1-ol CC(CCO)CCC=C(CCC=C(CCC=C(CCCCC)C)C)C